cis-1-amino-4-(dimethylamino)-4-phenylcyclohexanecarboxylic acid NC1(CCC(CC1)(C1=CC=CC=C1)N(C)C)C(=O)O